(2S)-2-(1H-indole-4-carbonylamino)-3-phenylpropionic acid N1C=CC=2C(=CC=CC12)C(=O)N[C@H](C(=O)O)CC1=CC=CC=C1